C(#N)C1=CC=CC2=C1SC(=C2)B(O)O (7-Cyanobenzo[b]thiophen-2-yl)boronic acid